di(n-propyl)diethoxysilane Ethyl-5-(3-(4-methylpent-1-ynyl)phenylsulfonyl)-1H-1,2,3-triazole-4-carboxylate C(C)OC(=O)C=1N=NNC1S(=O)(=O)C1=CC(=CC=C1)C#CCC(C)C.C(CC)[Si](OCC)(OCC)CCC